6-isopropoxy-2-(3-methoxypropyl)-2H-pyrazolo[3,4-b]pyridine-5-carboxylic acid C(C)(C)OC=1C(=CC=2C(N1)=NN(C2)CCCOC)C(=O)O